C(CCC)O[Ti](OCCCC)OCCCC tributoxytitanium